OC=1C(=CC2=C(N(C([C@H]3N(C2=O)CC=C(C3)C3=CC=C(C=C3)S(NC)(=O)=O)OC)C(=O)OCC=C)C1)OC Allyl (6aS)-3-hydroxy-2,6-dimethoxy-8-(4-(N-methylsulfamoyl)phenyl)-12-oxo-6,6a,7,10-tetrahydrobenzo[e]pyrido[1,2-a][1,4]diazepine-5(12H)-carboxylate